O1[C@@H](CC1)CN1C(=NC2=C1C=C(C=C2)C(=O)O)CN2CC1=CC(=CC=C1CC2)OCC2=CC=NC1=CC=CC=C21 (S)-1-((oxetan-2-yl)methyl)-2-((7-((quinolin-4-yl)methoxy)-3,4-dihydroisoquinolin-2(1H)-yl)methyl)-1H-benzo[d]imidazole-6-carboxylic acid